CC(C(N)C1=CC=CC=C1)(N)C Dimethyl-2-phenyl-ethane-1,2-diamine